2-(3-bromo-4-(methoxy-d)phenyl)acetic acid methyl ester COC(CC1=CC(=C(C=C1)OC[2H])Br)=O